CCCCC/C=C\CC(/C=C/C=O)O 4-hydroxy-2e,6z-dodecadienal